p-aminobenzoyl-hydrazine NC1=CC=C(C(=O)NN)C=C1